NC1=NC(=CC(=N1)C=1N=NN(C1)CC1=CNC2=CC(=CC=C12)C#N)C1=C(C(=CC=C1)C#N)C 3-((4-(2-amino-6-(3-cyano-2-methylphenyl)pyrimidin-4-yl)-1H-1,2,3-triazol-1-yl)methyl)-1H-indole-6-carbonitrile